1-(3-amino-2-nitrophenyl)-3-methylazetidine-3-carbonitrile NC=1C(=C(C=CC1)N1CC(C1)(C#N)C)[N+](=O)[O-]